difluoromethoxyiodobenzene FC(OC1=C(C=CC=C1)I)F